(5-(2,3-Dihydrobenzofuran-6-yl)pyridin-3-yl)(octahydro-4H-benzo[b][1,4]-oxazin-4-yl)methanone O1CCC2=C1C=C(C=C2)C=2C=C(C=NC2)C(=O)N2C1C(OCC2)CCCC1